6-tert-butyl-5-(3,4-dichlorophenyl)-4-(3-fluorophenoxy)thieno[2,3-d]pyrimidine sodium [Na].C(C)(C)(C)C1=C(C2=C(N=CN=C2OC2=CC(=CC=C2)F)S1)C1=CC(=C(C=C1)Cl)Cl